FC=1C=C(N[C@@H](C)C2=CC(=CN3C2=NC(=CC3=O)N3CCOCC3)C(=O)OC(C)C)C=C(C1)F isopropyl 9-[(1S)-1-(3,5-difluoroanilino)ethyl]-2-morpholino-4-oxo-pyrido[1,2-a]pyrimidine-7-carboxylate